rac-N-((7,10-Dioxadispiro[2.2.46.23]dodecan-4-yl)methyl)-N-benzyl-1-phenylmethanamine C1CC12[C@@H](CC1(OCCO1)CC2)CN(CC2=CC=CC=C2)CC2=CC=CC=C2 |r|